phenyl acetylalaninate C(C)(=O)N[C@@H](C)C(=O)OC1=CC=CC=C1